COC(=O)C=1C=2CCCN(C2C=CC1C=1C=NN(C1C)CC12CC3CC(CC(C1)C3)C2)C=2N=NC(=CC2)Cl 6-(1-(adamantan-1-ylmethyl)-5-methyl-1H-pyrazol-4-yl)-1-(6-chloropyridazin-3-yl)-1,2,3,4-tetrahydroquinoline-5-carboxylic acid methyl ester